[Si](C)(C)(C(C)(C)C)OCCCOC1=NN(C(=C1[N+](=O)[O-])C)C1CC2(COC2)C1 3-(3-((tert-butyldimethylsilyl)oxy)propoxy)-5-methyl-4-nitro-1-(2-oxaspiro[3.3]hept-6-yl)-1H-pyrazole